FC(COC1CN(C1)C1=CC(N(N=C1)CC=1N(N=NC1C1=NC=C(C=N1)C(F)(F)F)C)=O)F 5-[3-(2,2-difluoroethoxy)azetidin-1-yl]-2-[[3-methyl-5-[5-(trifluoromethyl)pyrimidin-2-yl]triazol-4-yl]methyl]pyridazin-3-one